C(N)(=O)CN(C(CN(C(CNCCC1=C(C=CC=C1)F)=O)CC(C)C)=O)CCCN1C(CCC1)=O N-(carbamoylmethyl)-2-(2-{[2-(2-fluorophenyl)ethyl]amino}-N-(2-methylpropyl)acetamido)-N-[3-(2-oxopyrrolidin-1-yl)propyl]acetamide